BrC1=CC=C(C=C1)C=1C(=NC=NC1OCCOC1=NC=C(C=N1)Br)NS(=O)(=O)NCCC N-[5-(4-Bromophenyl)-6-[2-[(5-bromo-2-pyrimidinyl)oxy]ethoxy]-4-pyrimidinyl]-N'-propylsulfamide